2,2-Diethoxy-1-(3-diethoxyethylsilylpropyl)-1-aza-2-silacyclopentane C(C)O[Si]1(N(CCC1)CCC[SiH2]CC(OCC)OCC)OCC